FC1=CC=C(C=C1)N1C(=NN=C1C=1OC=CC1)SCC(=O)NN 2-[[4-(4-Fluorophenyl)-5-(furan-2-yl)-4H-1,2,4-triazol-3-yl]sulfanyl]acetohydrazide